ClC1=C(OCC=2C=C(C=CC2)C(C2CCN(CC2)C(=O)OC(C)(C)C)OC)C=CC(=C1)Cl tert-Butyl 4-((3-((2,4-dichlorophenoxy)methyl)phenyl)(methoxy)methyl)piperidine-1-carboxylate